2-[6-bromo-4-(2,2-difluoroethyl)-1-oxophthalazin-2-yl]-N-pyrimidin-2-ylacetamide BrC=1C=C2C(=NN(C(C2=CC1)=O)CC(=O)NC1=NC=CC=N1)CC(F)F